C(C1=CC=CC=C1)OC1=CC=C(C=C1)[C@H]1[C@@H](C1)NC(OC(C)(C)C)=O Tert-butyl ((trans)-2-(4-(benzyloxy)phenyl)cyclopropyl)carbamate